(R)-6-benzyl-1-(2-methylpiperazin-1-yl)-3-(4-methylpiperazin-1-yl)-5,6,7,8-tetrahydro-2,6-naphthyridine-4-carbonitrile hydrochloride Cl.C(C1=CC=CC=C1)N1CC=2C(=C(N=C(C2CC1)N1[C@@H](CNCC1)C)N1CCN(CC1)C)C#N